(1s,4s)-4-(dimethylamino)cyclohexanol CN(C1CCC(CC1)O)C